(R)-N-(1-oxo-1-(4-(3-(trifluoromethyl)phenyl)piperazin-1-yl)propan-2-yl)acetamide-2,2,2-d3 O=C([C@@H](C)NC(C([2H])([2H])[2H])=O)N1CCN(CC1)C1=CC(=CC=C1)C(F)(F)F